1-(2-chloroethyl)hexamethyleneimine ClCCN1CCCCCC1